O[C@H]1[C@H](CN(CC1)C(=O)OC(C)(C)C)C1=CC=C(C=C1)C(=O)OC tert-Butyl (3S,4R)-4-hydroxy-3-(4-(methoxycarbonyl)phenyl)piperidine-1-carboxylate